S(=O)(=O)(O)CCN(C(C(=O)O)C)CC(=O)O N-(2-sulfoethyl)-methyl-iminodiacetic acid